5-(((2-(methylamino)quinolin-7-yl)oxy)methyl)tetrahydrofuran-3,4-diol CNC1=NC2=CC(=CC=C2C=C1)OCC1C(C(CO1)O)O